BrC=1C=C(C=CC1)N(C1=NC2=NN=CN2C2=CN=CC=C12)CC N-(3-bromophenyl)-N-ethyl-2,4,5,7,12-pentazatricyclo[7.4.0.02,6]trideca-1(13),3,5,7,9,11-hexaen-8-amine